FC1(C(C1)C(=O)NC1=NC=C2C=C(C(N(C2=C1)C)=O)C=1C=NC=C(C1C)F)F 2,2-difluoro-N-(3-(5-fluoro-4-methylpyridin-3-yl)-1-methyl-2-oxo-1,2-dihydro-1,6-naphthyridin-7-yl)cyclopropanecarboxamide